O[C@H]1C[C@H]2[C@@H]3CC[C@H]([C@@H](CCCC(C([2H])([2H])[2H])(C([2H])([2H])[2H])[2H])C)[C@]3(CC[C@@H]2[C@]2(CCCC[C@H]12)C)C 6a-hydroxy-5a-cholestane-d7